N-[(1R,3s,5S)-1,5-dimethyl-8-azabicyclo[3.2.1]octan-3-yl]-5-[5-(3,5-dimethyl-1H-pyrazol-4-yl)pyrazin-2-yl]-N-methyl[1,3]thiazolo[5,4-d][1,3]thiazol-2-amine C[C@]12CC(C[C@](CC1)(N2)C)N(C=2SC=1N=C(SC1N2)C2=NC=C(N=C2)C=2C(=NNC2C)C)C